ClC=1C(=NOC1C)N(S(=O)(=O)C=1C(=CC=CC1)C1=CC=CC=C1)COC N-(4-chloro-5-methylisoxazol-3-yl)-N-(methoxymethyl)-[1,1'-biphenyl]-2-sulfonamide